2-(2-amino-4,6-dimethylpyrimidin-5-yl)-N-[(3S*,4R*)-4-ethoxytetrahydrofuran-3-yl]acetamide NC1=NC(=C(C(=N1)C)CC(=O)N[C@H]1COC[C@@H]1OCC)C |o1:12,16|